1-(2-(4-((1-(cyclopropylmethyl)-1H-pyrazol-4-yl)methyl)-1-methyl-1H-pyrazol-3-yl)-5-fluorophenyl)ethane C1(CC1)CN1N=CC(=C1)CC=1C(=NN(C1)C)C1=C(C=C(C=C1)F)CC